FC(C1=CC=CC(=N1)NC(=O)C=1C(=CC=2N(C1)C=C(N2)C2CCC(CC2)CN2CCC(CC2)C2=NC=C(C=C2)NC2C(NC(CC2)=O)=O)OC(C)C)F N-[6-(difluoromethyl)-2-pyridyl]-2-[4-[[4-[5-[(2,6-dioxo-3-piperidyl)amino]-2-pyridyl]-1-piperidyl]methyl]cyclohexyl]-7-isopropoxy-imidazo[1,2-a]pyridine-6-carboxamide